4-{[(1-Benzoyl-4-cyano-3-{1-[(3-hydroxypyrrolidin-1-yl)sulfonyl]-2-methyl-4-oxoazetidin-3-yl}-1H-pyrazol-5-yl)(methyl)amino]methyl}benzol C(C1=CC=CC=C1)(=O)N1N=C(C(=C1N(C)CC1=CC=CC=C1)C#N)C1C(N(C1=O)S(=O)(=O)N1CC(CC1)O)C